C[Si](CCOCN1N=NC2=C1C=CC(=C2)C(=O)OCC)(C)C ethyl 1-((2-(trimethylsilyl) ethoxy) methyl)-1H-benzo[d][1,2,3]triazole-5-carboxylate